N,N'-bis-(4-Chlorophenyl)-3,12-diimino-2,4,11,13-tetraazatetradecanediimidamide ClC1=CC=C(C=C1)NC(NC(NCCCCCCNC(NC(NC1=CC=C(C=C1)Cl)=N)=N)=N)=N